cyanovaleric acid amide C(#N)C(C(=O)N)CCC